BrC1=C(C=C2C(=NC(=NC2=C1F)F)N1CC=2N(CCC1)N=C(C2)C(=O)N(C)C)Cl 5-(7-bromo-6-chloro-2,8-difluoroquinazolin-4-yl)-N,N-dimethyl-4,6,7,8-tetrahydropyrazolo[1,5-a][1,4]diazepine-2-carboxamide